ethyl-N,N-dibenzylaminopropylamine C(C)CCCN(NCC1=CC=CC=C1)NCC1=CC=CC=C1